2-(pentafluorosulfanyl)ethan-1-ol FS(CCO)(F)(F)(F)F